Cl.N[C@H](C)C1=CC(=CC=2C=3N(C(=NC12)N1CCCCC1)C=C(N3)C#N)C (R)-7-(1-aminoethyl)-9-methyl-5-(piperidin-1-yl)imidazo[1,2-c]quinazoline-2-carbonitrile, hydrochloride